3-(4-fluoro-5-(4-((4'-fluoro-5,5-dimethyl-3,4,5,6-tetrahydro-[1,1'-biphenyl]-2-yl)methyl)-2-(fluoromethyl)piperazine-1-carbonyl)-1-oxoisoindolin-2-yl)piperidine-2,6-dione FC1=C2CN(C(C2=CC=C1C(=O)N1C(CN(CC1)CC1=C(CC(CC1)(C)C)C1=CC=C(C=C1)F)CF)=O)C1C(NC(CC1)=O)=O